FC=1C(=C(C=CC1F)C1CCN(CC1)C(=O)C=1C2=C(NN1)CN(C2)C(CC(C)C)=O)C(F)(F)F 1-(3-(4-(3,4-difluoro-2-(trifluoromethyl)phenyl)piperidine-1-carbonyl)-4,6-dihydropyrrolo[3,4-c]pyrazol-5(1H)-yl)-3-methylbutan-1-one